C(C=C)(=O)N1C[C@](CC1)(C1=C(C=CC=C1Cl)C)NC=1C=C2C(N(C=NC2=CC1)C)=O 6-[(S)-1-Acryloyl-3-(3-chloro-2-tolyl)-3-pyrrolidinylamino]-3-methyl-4(3H)-quinazolinone